2-(cyanomethyl)-6-fluorobenzonitrile C(#N)CC1=C(C#N)C(=CC=C1)F